NC=1C(=CC(=C(C1)NC1=NC=CC(=N1)NC1=C(C=C(C(=C1)Cl)F)C(C)(C)O)OC)N1C[C@@H](CC1)N(C)C (R)-2-(2-((2-((5-amino-4-(3-(dimethylamino)pyrrolidin-1-yl)-2-methoxyphenyl)amino)pyrimidin-4-yl)amino)-4-chloro-5-fluorophenyl)propan-2-ol